FC(COCCCOC1CC(C1)O)(COC1CN(C1)C)F 3-(3-(2,2-difluoro-3-((1-methylazetidin-3-yl)oxy)propoxy)propoxy)cyclobutan-1-ol